dimethylsulfamoyl-[2-(4-pyrimidin-2-ylpyridazin-1-ium-1-yl)acetyl]azane CN(S(=O)(=O)NC(C[N+]1=NC=C(C=C1)C1=NC=CC=N1)=O)C